ethyl 3-amino-5,5,5,4,4-pentafluoropent-2-enoate NC(=CC(=O)OCC)C(C(F)(F)F)(F)F